O1COC2=C1C=C(C=C2)C2N(C(C1=CC=CC=C21)=O)C2=CC1=C(NC=N1)C=C2 3-(benzo[d][1,3]dioxol-6-yl)-2-(1H-benzo[d]imidazol-5-yl)isoindolin-1-one